N-(3-chlorophenyl)-5-(2-chloro-5-(isobutyrylaminomethyl)benzoylamino)-1-(ethoxymethyl)-1H-indole-2-carboxamide ClC=1C=C(C=CC1)NC(=O)C=1N(C2=CC=C(C=C2C1)NC(C1=C(C=CC(=C1)CNC(C(C)C)=O)Cl)=O)COCC